N1=C2C(=CC=C1)OC1=C(C=C2C(=O)OC)C=CC=C1 methyl benzo[6,7]oxepino[3,2-b]pyridine-11-carboxylate